2-methylpropan-2-yl {[3-chloro-5-(dibromomethyl)pyridin-2-yl]{[(2-methylpropan-2-yl)oxy]carbonyl}amino}methanoate ClC=1C(=NC=C(C1)C(Br)Br)N(C(=O)OC(C)(C)C)C(=O)OC(C)(C)C